N,N'-di-[2-(p-methoxybenzylsulfonyloxy)phenyl]urea COC1=CC=C(CS(=O)(=O)OC2=C(C=CC=C2)NC(=O)NC2=C(C=CC=C2)OS(=O)(=O)CC2=CC=C(C=C2)OC)C=C1